C(C)OC(=O)NNC1=CC(=C(C=C1)OC(F)F)C=1N=COC1 2-(4-(difluoromethoxy)-3-(oxazol-4-yl)phenyl)hydrazinocarboxylic acid ethyl ester